NC1CCC(CC1)NC1=NC2=C(C=C(C=C2C=N1)C1=CC(=C(C=C1C)NS(=O)(=O)C1=C(C=CC=C1)Cl)F)CC N-(4-(2-(((1r,4r)-4-aminocyclohexyl)amino)-8-ethylquinazolin-6-yl)-2-fluoro-5-methylphenyl)-2-chlorobenzenesulfonamide